BrN(C)CC(=O)O N-bromosarcosine